CC1=CC(=NC(=N1)C=1C=NC=CC1)N1CC=2C=CC=NC2CC1 6-(6-methyl-2-(pyridin-3-yl)pyrimidin-4-yl)-5,6,7,8-tetrahydro-1,6-naphthyridine